Ethyl-1-acetyl-5-methoxy-2,3-dihydro-1H-pyrrole C(C)C1N(C(=CC1)OC)C(C)=O